2-((3,7-dimethyloct-2,6-dien-1-yl)oxy)acetaldehyde CC(=CCOCC=O)CCC=C(C)C